FC1=C(C=C(C=C1)OC=1C(=C2C=CNC2=CC1F)C)C=1NC(=NN1)CC1=C2CC(CC2=CC=C1)C(=O)O 4-((5-(2-Fluoro-5-((6-fluoro-4-methyl-1H-indol-5-yl)oxy)phenyl)-4H-1,2,4-triazol-3-yl)methyl)-2,3-dihydro-1H-indene-2-carboxylic acid